ON1CC=CC=C1 N-hydroxypyridine